BrC1=CC=2N(C=C1F)N=CC2C(=O)NC2=C(C=CC(=C2)C2=NOC(=N2)[C@H]2[C@H](C2)F)C 5-bromo-6-fluoro-N-(5-(5-((1S,2S)-2-fluorocyclopropyl)-1,2,4-oxadiazol-3-yl)-2-methylphenyl)pyrazolo[1,5-a]pyridine-3-carboxamide